tris(trifluoromethylsilane) borate B(O)(O)O.FC(F)(F)[SiH3].FC(F)(F)[SiH3].FC(F)(F)[SiH3]